[N-]=[N+]=[N-].[Na+].N(=[N+]=[N-])[C@H]1CO[C@H]2[C@@H]1OC[C@H]2O[Si](C)(C)C(C)(C)C (((3R,3aS,6S,6aR)-6-azidohexahydrofuro[3,2-b]furan-3-yl)oxy)(tert-butyl)dimethylsilane Sodium azide